FC1CN(CCC1)C(=O)C1=CC=2C3C(CN(C2N=C1)C1=CC=2N(C=C1)C(N(N2)C)=O)C3 7-(6-(3-fluoropiperidine-1-carbonyl)-1,1a,2,7b-tetrahydro-3H-cyclopropa[c][1,8]naphthyridin-3-yl)-2-methyl-[1,2,4]triazolo[4,3-a]pyridin-3(2H)-one